FC1(CN(CCC12COC1=C3CN(C(C3=CC=C12)=O)[C@@H]1C(NC(CC1)=O)=O)CC1=CC=CC2=CN(N=C12)C)F (3S)-3-(3',3'-difluoro-1'-((2-methyl-2H-indazol-7-yl)methyl)-6-oxo-6,8-dihydro-2H,7H-spiro[furo[2,3-e]isoindol-3,4'-piperidin]-7-yl)piperidine-2,6-dione